5-{2-[4-(hydroxymethyl)phenyl]ethyl}-2-methoxyphenol OCC1=CC=C(C=C1)CCC=1C=CC(=C(C1)O)OC